dodecenylbenzensulfonic acid C(=CCCCCCCCCCC)C1=C(C=CC=C1)S(=O)(=O)O